5-(6-Chloro-5-(4-methoxy-piperidin-1-yl)-1H-indazol-1-yl)-2,3-difluorophenol ClC1=C(C=C2C=NN(C2=C1)C=1C=C(C(=C(C1)O)F)F)N1CCC(CC1)OC